(1r,4r)-4-(6-((4-(methylsulfonyl)phenyl)amino)-1H-pyrazolo[3,4-d]pyrimidin-1-yl)cyclohexan-1-ol CS(=O)(=O)C1=CC=C(C=C1)NC1=NC=C2C(=N1)N(N=C2)C2CCC(CC2)O